4-((2s,5r)-4-(1-(2-fluoro-4-(trifluoromethoxy)phenyl)propyl)-2,5-dimethylpiperazin-1-yl)-1-methyl-2-oxo-1,2-dihydropyrido[3,2-d]pyrimidine-6-carbonitrile FC1=C(C=CC(=C1)OC(F)(F)F)C(CC)N1C[C@@H](N(C[C@H]1C)C=1C2=C(N(C(N1)=O)C)C=CC(=N2)C#N)C